COC(=O)C1=CN(C(C=C1NCC12CC(C1)(C2)OC)=O)C21CC(C2)C1 1-(bicyclo[1.1.1]pent-1-yl)-4-(((3-methoxybicyclo[1.1.1]pent-1-yl)methyl)amino)-6-oxo-1,6-dihydropyridine-3-carboxylic acid methyl ester